C(C)S(=O)(=O)OO[C@@H]1[C@H](N(C1)C(C1=CC=CC=C1)C1=CC=CC=C1)C (((2R,3S)-1-benzhydryl-methylazetidin-3-yl) oxy) ethanesulfonate